2'-chloro-N-(5-(5-chloro-2-methylnicotinoyl)-5,6-dihydro-4H-pyrrolo[3,4-d]thiazol-2-yl)-5'-methoxy-6-methyl-[4,4'-bipyridine]-3-carboxamide ClC1=NC=C(C(=C1)C1=C(C=NC(=C1)C)C(=O)NC=1SC2=C(N1)CN(C2)C(C2=C(N=CC(=C2)Cl)C)=O)OC